4-amino-3-chloro-5-fluoro-6-(trimethylstannanyl)-pyridine-2-carboxylic acid methyl ester COC(=O)C1=NC(=C(C(=C1Cl)N)F)[Sn](C)(C)C